FC12CC(C1)(C2)N(C(=O)C2=CC=1C(=C(N=CC1)C)N2C)C N-{3-fluorobicyclo[1.1.1]pentan-1-yl}-N,1,7-trimethylpyrrolo[2,3-c]pyridine-2-carboxamide